C(=O)=NS(=O)(=O)N carbonyl-sulfamide